methyl O-allyl-N-(tert-butoxycarbonyl)-L-threoninate C(C=C)O[C@@H]([C@H](NC(=O)OC(C)(C)C)C(=O)OC)C